CC1=C(N=CS1)C(=O)NC1CCC12CCCC2 5-methyl-N-spiro[3.4]octan-3-yl-thiazole-4-carboxamide